C(C)(C)NC1=NC(=NC(=N1)NC=1C=NC(=CC1)C)C1=CC=CC=C1 N2-isopropyl-N4-(6-methylpyridin-3-yl)-6-phenyl-1,3,5-triazine-2,4-diamine